1-ETHYL-2-OXO-1,2-DIHYDROQUINOLINE-3-CARBALDEHYDE C(C)N1C(C(=CC2=CC=CC=C12)C=O)=O